N,N'-bis(2,6-dichlorophenyl)cyclopropane-1,1-diamide ClC1=C(C(=CC=C1)Cl)NC(=O)C1(CC1)C(=O)NC1=C(C=CC=C1Cl)Cl